ClC=1C=C(C=CC1)C(NC(=O)C=1N=CN(C1)C1=NC(=NC=C1C)NC1CCOCC1)C#N N-((3-Chlorophenyl)(cyano)methyl)-1-(5-methyl-2-((tetrahydro-2H-pyran-4-yl)-amino)pyrimidin-4-yl)-1H-imidazole-4-carboxamide